Dihydroquinoxalin-2-one N1C(CNC2=CC=CC=C12)=O